OC1CC(C1)C(=O)OC1CN(C1)C=1N=C(C2=C(N1)CC[S+]2[O-])N(C2CCOCC2)C [1-[4-[methyl(tetra-hydropyran-4-yl)amino]-5-oxido-6,7-dihydro-thieno[3,2-d]pyrimidin-5-ium-2-yl]azetidin-3-yl] 3-hydroxycyclobutanecarboxylate